ClC=1C=C(C=C(C1)OCC(F)(F)F)C1(CC1)NC(CC(C)(O)C=1SC(=CN1)Cl)=O N-(1-(3-chloro-5-(2,2,2-trifluoroethoxy)phenyl)cyclopropyl)-3-(5-chlorothiazol-2-yl)-3-hydroxybutanamide